2-(6-((3-(dimethylamino)propyl)amino)hexyl)-2-methylmalonate CN(CCCNCCCCCCC(C(=O)[O-])(C(=O)[O-])C)C